(1aS,5aS)-2-(2,4-Difluoro-phenyl)-1a,2,5,5a-tetrahydro-1H-2,3-diaza-cyclopropa[a]pentalene-4-carboxylic acid (3-hydroxy-pyridin-4-yl)-amide OC=1C=NC=CC1NC(=O)C=1C=2C[C@H]3[C@@H](C2N(N1)C1=C(C=C(C=C1)F)F)C3